NC=1C=CC(=C2CN(C(C12)=O)C/C(/C#N)=C/C1=CC=C(C=C1)F)C1=CC=C2C=NN(C2=C1)C (2Z)-2-{[7-amino-4-(1-methyl-1H-indazol-6-yl)-1-oxo-2,3-dihydro-1H-isoindol-2-yl]methyl}-3-(4-fluorophenyl)prop-2-enenitrile